(S)-N-(8-(2-chloro-5-fluorophenyl)-3-(1H-imidazol-2-yl)-6-oxo-5,6,7,8-tetrahydroimidazo[1,5-a]pyrazin-1-yl)-3-fluoro-5-(trifluoromethyl)benzamide ClC1=C(C=C(C=C1)F)[C@H]1C=2N(CC(N1)=O)C(=NC2NC(C2=CC(=CC(=C2)C(F)(F)F)F)=O)C=2NC=CN2